2-{2-[(1S,4s)-4-{[rel-(6R,7R)-2-oxo-3-oxa-1,8-diazaspiro[5.5]undec-7-yl]methoxy}cyclohexyl]phenoxy}acetic acid hydrochloride Cl.O=C1N[C@]2(CCO1)[C@@H](NCCC2)COC2CCC(CC2)C2=C(OCC(=O)O)C=CC=C2 |o1:4,8|